C(CN(CCCO)CCCO)N(CCCO)CCCO ethylenedinitrilotetrapropanol